sodium 3-(sulfonylamino)benzene-1-ol salt S(=O)(=O)=NC=1C=C(C=CC1)O.[Na]